OC1=C(C(=NN1C=1SC=C(N1)C1=C(C=CC=C1)O)C(F)(F)F)C(C(C)(C)C)C=1C(=NN(C1O)C1=NC=CC=N1)C 4-(1-(5-hydroxy-1-(4-(2-hydroxyphenyl)thiazol-2-yl)-3-(trifluoromethyl)-1H-pyrazol-4-yl)-2,2-dimethylpropyl)-3-methyl-1-(pyrimidin-2-yl)-1H-pyrazol-5-ol